CN(C1=NC=2N(C3=CC(=CC=C13)C(F)(F)F)C=NN2)C2=CC=CC=C2 N-methyl-N-Phenyl-8-(trifluoromethyl)-[1,2,4]triazolo[4,3-a]quinazolin-5-amine